diphenylethyl-phosphine oxide C1(=CC=CC=C1)C(C[PH2]=O)C1=CC=CC=C1